ClC=1C=C(C=CC1)C1=CCCCC1 3-chloro-1-(cyclohex-1-enyl)benzene